C(C)[C@@]1(C(O[C@@H]([C@H]([C@@H]1N=C=S)OC(C)=O)COC(C)=O)=S(=O)=O)OC(C)=O Ethyl-2,4,6-tri-O-acetyl-3-isothiocyanato-1,3-dideoxy-1-sulfonyl-β-D-glucopyranose